ClC=1SC=C(C1NC(=O)C1=CN=C(S1)NC1=NC(=NC(=C1)N1CCN(CC1)CCO)C)Cl N-(2,4-dichlorothiophen-3-yl)-2-((6-(4-(2-hydroxyethyl)piperazin-1-yl)-2-methylpyrimidin-4-yl)amino)thiazole-5-carboxamide